C(=C)C1=CC=C(C=C1)CN1C=NC2=C1C=CC=C2 1-[(4-vinylphenyl)methyl]-1H-benzimidazole